2,5,6-trimethylfluorobenzimidazole CC=1NC2=C(N1)C=C(C(=C2F)C)C